(S)-N-(2,4-Dimethoxybenzyl)-4-(3-(dimethylamino)-3-(2-(6-(trifluoromethyl)pyridin-2-yl)ethyl)piperidin-1-yl)-2,6-difluoro-N-(pyrimidin-4-yl)benzenesulfonamide COC1=C(CN(S(=O)(=O)C2=C(C=C(C=C2F)N2C[C@](CCC2)(CCC2=NC(=CC=C2)C(F)(F)F)N(C)C)F)C2=NC=NC=C2)C=CC(=C1)OC